5-ethynyl-6-fluoro-4-(8-fluoro-2-(((2R,7aS)-2-fluorotetrahydro-1H-pyrrolizin-7a(5H)-yl)methoxy)-4-(hexahydropyrrolo[3,4-b]pyrrol-5(1H)-yl)quinazolin-7-yl)naphthalen-2-ol C(#C)C1=C2C(=CC(=CC2=CC=C1F)O)C1=CC=C2C(=NC(=NC2=C1F)OC[C@]12CCCN2C[C@@H](C1)F)N1CC2NCCC2C1